NC1(CCCC1)C1=CC(=NC(=C1)C1=CC=C(C=C1)F)OC1[C@@H]2CN(C[C@H]12)C(=O)C1=CC(=NN1C)C=1N=CSC1 ((1R,5S,6s)-6-((4-(1-aminocyclopentyl)-6-(4-fluorophenyl)pyridin-2-yl)oxy)-3-azabicyclo[3.1.0]hexan-3-yl)(1-methyl-3-(thiazol-4-yl)-1H-pyrazol-5-yl)methanone